(t-butylamide) tantalum (V) [Ta+5].C(C)(C)(C)[NH-].C(C)(C)(C)[NH-].C(C)(C)(C)[NH-].C(C)(C)(C)[NH-].C(C)(C)(C)[NH-]